2-((3-cyano-4,6-bis(trifluoromethyl)pyridin-2-yl)amino)-N-methyl-N-(1-methyl-1H-benzo[d]imidazol-5-yl)acetamide C(#N)C=1C(=NC(=CC1C(F)(F)F)C(F)(F)F)NCC(=O)N(C1=CC2=C(N(C=N2)C)C=C1)C